ClC=1C=C(C(=O)N)C=C(C1O)F 3-chloro-5-fluoro-4-hydroxybenzoamide